rac-5-methyl-1-(1-(4-((1-methylpyrrolidin-3-yl)methyl)benzyl)-1H-indol-5-yl)-1H-pyrazole-3-carboxamide CC1=CC(=NN1C=1C=C2C=CN(C2=CC1)CC1=CC=C(C=C1)C[C@H]1CN(CC1)C)C(=O)N |r|